[C@H]12CC(C[C@H](CC1)N2)N(C2=CC=C(N=N2)C2=C(C=C(C=C2)/C=C/C(=O)NC)O)C (E)-3-(4-(6-(((1R,3s,5S)-8-azabicyclo[3.2.1]octan-3-yl)(methyl)amino)pyridazin-3-yl)-3-hydroxyphenyl)-N-methylacrylamide